FC1=C(C=CC(=C1)F)S(=O)(=O)NC=1C(=NC=C(C1)C=1C=C2C(=NN=CC2=CC1)N1CCNCC1)OC 2,4-difluoro-N-(2-methoxy-5-(4-(piperazin-1-yl)phthalazin-6-yl)pyridin-3-yl)benzenesulfonamide